COC=1C=C(C=C(C1)OC)[C@H](CNC(=O)C1=NC(=CN=C1)C1=CC=C(C=C1)OCC)O (R)-N-(2-(3,5-dimethoxyphenyl)-2-hydroxyethyl)-6-(4-ethoxyphenyl)pyrazine-2-carboxamide